BrC1=CC=C(C2=CC(=CC=C12)OC)\C=N\[S@](=O)C(C)(C)C (R,E)-N-((4-bromo-7-methoxynaphthalen-1-yl)methylene)-2-methylpropane-2-sulfinamide